4-bromo-2-(difluoromethyl)benzaldehyde BrC1=CC(=C(C=O)C=C1)C(F)F